OC=1C=CC=2C3(C4=CC=C(C=C4OC2C1)O)OC(C1=CC(=CC=C13)C(=O)N)=O 3',6'-dihydroxy-3-oxo-3H-spiro[isobenzofuran-1,9'-xanthene]-5-carboxamide